trans-1-(7H-Pyrrolo[2,3-d]pyrimidin-4-yl)-4-(trifluoromethyl)piperidine-3-carboxylic acid N1=CN=C(C2=C1NC=C2)N2C[C@H]([C@@H](CC2)C(F)(F)F)C(=O)O